(2S,4R)-4-((tert-butoxycarbonyl)amino)-5-(4-hydroxy-3-nitrophenyl)-2-methylpentanoic acid C(C)(C)(C)OC(=O)N[C@H](C[C@@H](C(=O)O)C)CC1=CC(=C(C=C1)O)[N+](=O)[O-]